C(C)(C)(C)OC(=O)C1=NC=CC(=N1)C 4-Methylpyrimidine-2-carboxylic acid tert-butyl ester